C(C)C=CC1=CC=C(C=C)C=C1 4-(α-ethylvinyl)styrene